COC1=CC=C(C=C1)C=1C=CC=C2C=NC(=NC12)NC1=CC=C(C=C1)OC 8-(4-(methoxy)phenyl)-N-(4-methoxyphenyl)quinazolin-2-amine